O=C1NC(CCC1N1C(C=2C=CC=C(C2C1)C(=O)O)=O)=O 2-(2,6-dioxo-3-piperidyl)-2,3-dihydro-1-oxo-1H-isoindole-4-carboxylic acid